4-(3-(2-(2-aminoethoxy)ethoxy)propyl)-2-(2,6-dioxopiperidin-3-yl)isoindoline-1,3-dione NCCOCCOCCCC1=C2C(N(C(C2=CC=C1)=O)C1C(NC(CC1)=O)=O)=O